ClC1=CC(=C2C(=C(NC2=C1Cl)COC)C=1C=NNC1)NC(C(F)F)=O N-(6,7-Dichloro-2-(methoxymethyl)-3-(1H-pyrazol-4-yl)-1H-indol-4-yl)-2,2-difluoroacetamide